tert-butyl N-[2-[5-methyl-6-[2-[3-methyl-5-(1-piperidylsulfonyl)indol-1-yl]propanoylamino]indazol-2-yl]ethyl]carbamate CC1=CC2=CN(N=C2C=C1NC(C(C)N1C=C(C2=CC(=CC=C12)S(=O)(=O)N1CCCCC1)C)=O)CCNC(OC(C)(C)C)=O